2-(2-fluorophenyl)-6-(4-methylpiperazin-1-yl)imidazo[1,2-b]pyridazine-3-carboxylic acid ethyl ester C(C)OC(=O)C1=C(N=C2N1N=C(C=C2)N2CCN(CC2)C)C2=C(C=CC=C2)F